P(OC(C)(C)C)(OC(C)(C)C)Cl di-tertiary butyl chlorophosphite